NN1C(N(N=CC1=O)C1=C2CCC2=C(C(=C1)Cl)OC=1C2=C(C(NC1)=O)C(CC2)C)=O amino-2-(4-chloro-5-((7-methyl-1-oxo-2,5,6,7-tetrahydro-1H-cyclopenta[c]pyridin-4-yl)oxy)bicyclo[4.2.0]octa-1,3,5-trien-2-yl)-1,2,4-triazine-3,5(2H,4H)-dione